COC(=O)C=1C(N(C(C1O)C1=CC=C(C=C1)OC)C)=O 4-hydroxy-5-(4-methoxyphenyl)-1-methyl-2-oxo-2,5-dihydro-1H-pyrrole-3-carboxylic acid methyl ester